4-isobutyl-2-(4-((1-methyl-1H-imidazol-4-yl)methyl)piperazin-1-yl)benzonitrile C(C(C)C)C1=CC(=C(C#N)C=C1)N1CCN(CC1)CC=1N=CN(C1)C